3-(5-(bis(4-methoxybenzyl)amino)-8-bromo-2-(((6-methylpyridin-2-yl)methyl)amino)-[1,2,4]triazolo[1,5-c]pyrimidin-7-yl)benzonitrile COC1=CC=C(CN(C2=NC(=C(C=3N2N=C(N3)NCC3=NC(=CC=C3)C)Br)C=3C=C(C#N)C=CC3)CC3=CC=C(C=C3)OC)C=C1